C(C)(C)C1=CN(C=2C1=NC(=CC2)CC2=C(C=C(C=C2C)NC(=O)C2=NOC(N2)=O)C)S(=O)(=O)C2=CC=C(C=C2)C N-[4-[[3-isopropyl-1-(p-tolylsulfonyl)pyrrolo[3,2-b]pyridin-5-yl]methyl]-3,5-dimethyl-phenyl]-5-oxo-4H-1,2,4-oxadiazole-3-carboxamide